4-(4-cyclopropoxyphenyl)-5-cyclopropylthiazol-2-amine C1(CC1)OC1=CC=C(C=C1)C=1N=C(SC1C1CC1)N